sodium methoxy salicylate C(C=1C(O)=CC=CC1)(=O)OOC.[Na]